2-(2,3-dimethoxyphenyl)pyridin COC1=C(C=CC=C1OC)C1=NC=CC=C1